C1=CC2=C3C(=CC=C4C3=C1C(=O)OC4=O)C(=O)OC2=O naphthalenetetracarboxylic dianhydride